N-[2-(2,4-dichlorophenyl)-2-fluoro-ethyl]-3-[3-(trifluoro-methyl)phenoxy]-6,7-dihydro-[1,4]dioxino[2,3-c]pyridazine-4-carboxamide ClC1=C(C=CC(=C1)Cl)C(CNC(=O)C=1C2=C(N=NC1OC1=CC(=CC=C1)C(F)(F)F)OCCO2)F